((1r,4r)-4-hydroxy-4-(trifluoromethyl)cyclohexyl)-2-oxa-5-azaspiro[3.5]nonane-8-carboxamide OC1(CCC(CC1)C1OCC12NCCC(C2)C(=O)N)C(F)(F)F